CC1=CC=C(C=C1)S(=O)(=O)N[C@H](C2=CC=CC=C2)[C@@H](C3=CC=CC=C3)N (R,R)-N-(2-Amino-1,2-diphenylethyl)-p-toluenesulfonamide